2-bromo-3-[(5-fluoropyridin-3-yl)methoxy]pyridine BrC1=NC=CC=C1OCC=1C=NC=C(C1)F